Cl.NN1C[C@H](CCC1)C(=O)NCC(F)F (S)-1-amino-N-(2,2-difluoroethyl)piperidine-3-carboxamide hydrochloride